NC1=CC=C(CN2C(N(CC=3C2=NC(=NC3)Cl)C3=CC(=CC(=C3)OC)OC)=O)C=C1 1-(4-Aminobenzyl)-7-chloro-3-(3,5-dimethoxyphenyl)-3,4-dihydropyrimido[4,5-d]pyrimidin-2(1H)-one